9-(7-Chloro-8-fluoro-2-(((2R,7aS)-2-fluorotetrahydro-1H-pyrrolizin-7a(5H)-yl)methoxy)pyrido[4,3-d]pyrimidin-4-yl)-6-oxa-9-azaspiro[3.6]decan-2-ol ClC1=C(C=2N=C(N=C(C2C=N1)N1CCOCC2(CC(C2)O)C1)OC[C@]12CCCN2C[C@@H](C1)F)F